3,3-dimethylindoline-1-carboxamide CC1(CN(C2=CC=CC=C12)C(=O)N)C